C(#N)C1(CC12CC2)C=2C=C1C=C(N=CC1=CC2)NC(C[C@@H]2CN(CCO2)C(C)C)=O (R)-N-(6-(1-cyanospiro[2.2]pentan-1-yl)isoquinolin-3-yl)-2-(4-isopropylmorpholin-2-yl)acetamide